2-bromo-3-methyl-6,7-dihydropyrazolo[1,5-a]pyrimidin-5(4H)-one BrC1=NN2C(NC(CC2)=O)=C1C